2-methylpyrazolo[1,5-a]pyridin-5-amine CC1=NN2C(C=C(C=C2)N)=C1